methyl 2-diazo-2-(thiazol-4-yl)acetate [N+](=[N-])=C(C(=O)OC)C=1N=CSC1